4-(2-pyridinamido)-L-phenylalanine N1=C(C=CC=C1)C(=O)NC1=CC=C(C[C@H](N)C(=O)O)C=C1